chlorolactic acid C(C(C(=O)O)O)Cl